2-cyclopropoxy-N-(5-nitrothiazol-2-yl)benzamide C1(CC1)OC1=C(C(=O)NC=2SC(=CN2)[N+](=O)[O-])C=CC=C1